N-acryloylethyl-maleimide C(C=C)(=O)CCN1C(C=CC1=O)=O